ClC=1C=C(C=CC1)\C=C(/C#N)\C1=CC=C(C=C1)Cl (Z)-3-(3-chlorophenyl)-2-(4-chlorophenyl)acrylonitrile